2-(((tert-butyldimethylsilyl)oxy)methyl)-3,3,4,5-tetramethylhex-5-en-1-ol [Si](C)(C)(C(C)(C)C)OCC(CO)C(C(C(=C)C)C)(C)C